FC(S(=O)(=O)N(S(=O)(=O)C(F)(F)F)C1=NC=CC=C1)(F)F 2-[N,N-bis(trifluoromethylsulfonyl)amino]pyridine